tert-butyl (2-((1-methyl-2-(2,2,2-trifluoroacetyl)-1,2,3,4-tetrahydroisoquinolin-7-yl)oxy)ethyl)carbamate CC1N(CCC2=CC=C(C=C12)OCCNC(OC(C)(C)C)=O)C(C(F)(F)F)=O